FC1(C(C2=CC=CC(=C12)OC1=CC(=CC(=C1)C)F)=O)F 8,8-difluoro-2-(3-fluoro-5-methylphenoxy)bicyclo[4.2.0]octa-1,3,5-triene-7-one